P(=O)(O)(O)O.C[C@H]1N(CCCC1)C(C(=O)N1CCN(C2=CC=CC=C12)C1=CC=CC=C1)C 2-((R)-2-methylpiperidin-1-yl)-1-(4-phenyl-3,4-dihydroquinoxaline-1(2H)-yl)propan-1-one phosphate